FC1(CCC(CC1)N[C@H]1[C@@H](CCCC1)N(C=1C(=C2C(N(C(C2=CC1)=O)C1C(NC(CC1)=O)=O)=O)O)C)F 5-(((1R,2R)-2-((4,4-difluorocyclohexyl)amino)cyclohexyl)(methyl)amino)-2-(2,6-dioxopiperidin-3-yl)-4-hydroxyisoindoline-1,3-dione